1-(1-(4-Chlorophenyl)-2-methyl-1H-pyrrol-3-yl)-2-(piperidin-1-yl)ethanone ClC1=CC=C(C=C1)N1C(=C(C=C1)C(CN1CCCCC1)=O)C